OC(CC1=CC=C(C=N1)NC(O[C@H](C)[C@H](C)OC1=C(C=C2C(=N1)SC(=N2)C2=C1N=CC(=NC1=CC(=C2)C)OC)F)=O)(C)C (2R,3S)-3-((6-fluoro-2-(2-methoxy-7-methylquinoxalin-5-yl)thiazolo[5,4-b]pyridin-5-yl)oxy)butan-2-yl (6-(2-hydroxy-2-methylpropyl)pyridin-3-yl)carbamate